C(C)(C)(C)OC(=O)N(C(OC(C)(C)C)=O)C1=NN2C(C=C(C=C2)C2=NC(=CC=C2)B2OC(C(O2)(C)C)(C)C)=N1 tert-butyl (tert-butoxycarbonyl)(7-(6-(4,4,5,5-tetramethyl-1,3,2-dioxaborolan-2-yl)pyridin-2-yl)-[1,2,4]triazolo[1,5-a]pyridin-2-yl)carbamate